2-ethyl-4-((methoxymethoxy)carbonyl)-3,5,6-trimethylphenyl 3-ethyl-5-fluoro-4-hydroxy-2,6-dimethylbenzoate C(C)C=1C(=C(C(=O)OC2=C(C(=C(C(=C2C)C)C(=O)OCOC)C)CC)C(=C(C1O)F)C)C